difluorenylmethyl-2'-O-(tert-butyldimethylsilyl)-3'-deoxy-3',4'-didehydrouridine C1(=CC=CC=2C3=CC=CC=C3CC12)C(C1=CC=CC=2C3=CC=CC=C3CC12)[C@@]1([C@H](O[Si](C)(C)C(C)(C)C)C=C(CO)O1)N1C(=O)NC(=O)C=C1